2-(2-(2,6-dioxopiperidin-3-yl)-1-oxoisoindolin-4-yl)acetic acid O=C1NC(CCC1N1C(C2=CC=CC(=C2C1)CC(=O)O)=O)=O